C(CC\C=C\CC)=O (E)-4-heptenal